p-fluoromandelic acid FC1=CC=C(C(C(=O)O)O)C=C1